ethyl {[1-(2'-oxo-1',2'-dihydrospiro[cyclohexane-1,3'-indol]-4-yl)piperidin-4-yl]methyl}carbamate O=C1NC2=CC=CC=C2C12CCC(CC2)N2CCC(CC2)CNC(OCC)=O